C1(CCCCC1)CCCCC/C=C/C=C/C(=O)N[C@@H]([C@H](O)C)C(=O)O ((2E,4E)-10-cyclohexyldeca-2,4-dienoyl)-L-threonine